O=C1N(CC2=CC(=CC=C12)C1CCN(CC1)CC=1C=C2C(N(CC2=CC1)C1=CC=CC=C1)=O)C1C(NC(CC1)=O)=O 3-(1-Oxo-5-(1-((3-oxo-2-phenylisoindolin-5-yl)methyl)piperidin-4-yl)isoindolin-2-yl)piperidine-2,6-dione